(3-amino-3-oxopropyl)glycine NC(CCNCC(=O)O)=O